SC1=CC=C(C=C1)C1=CC=C(C=C1)S 4,4'-dimercapto-biphenyl